FC1(CC2(C1)C[C@@H](N(CC2)CC2=C1C=CNC1=C(C=C2OC)C)C2=CC=C(C=C2)C(=O)N2CC1(C2)CNC1)F (R)-(4-(2,2-difluoro-7-((5-methoxy-7-methyl-1H-indol-4-yl)methyl)-7-azaspiro[3.5]nonan-6-yl)phenyl)(2,6-diazaspiro[3.3]heptan-2-yl)methanone